2'-((2,2'-dichloro-[1,1'-biphenyl]-3,3'-diyl)bis(3-oxo-2,3-dihydro-4H-benzo[b][1,4]oxazine-7,4-diyl))diacetonitrile ClC1=C(C=CC=C1C=1C=CC2=C(OCC(N2CC#N)=O)C1)C1=C(C(=CC=C1)C=1C=CC2=C(OCC(N2CC#N)=O)C1)Cl